1,1-bis(4-methoxyphenyl)-1,16-diphenyl-2,6,10,15-tetraoxahexadecane COC1=CC=C(C=C1)C(OCCCOCCCOCCCCOCC1=CC=CC=C1)(C1=CC=CC=C1)C1=CC=C(C=C1)OC